((1,4-dioxaspiro[4.5]dec-8-yl)oxy)-6-bromoisoquinoline O1CCOC12CCC(CC2)OC2=NC=CC1=CC(=CC=C21)Br